5-(4-(4-(2,6-Difluorobenzyl)-5-oxo-4,5-dihydro-1H-1,2,4-triazol-1-yl)-2-fluorophenoxy)-2-methylthiazole-4-carboxamide FC1=C(CN2C=NN(C2=O)C2=CC(=C(OC3=C(N=C(S3)C)C(=O)N)C=C2)F)C(=CC=C1)F